3-methoxychromane-6-carboxamide COC1COC2=CC=C(C=C2C1)C(=O)N